N(=[N+]=[N-])CC[C@@H](N)C(=O)O D-γ-azidohomoalanine